C(C)C1=CC=C(C=C1)CC=O p-ethyl-phenylacetaldehyde